C(=C)NC(CCC)=O N-vinyl-ethyl-acetamide